C(CCCCCCCC)(=O)NC(C1=CC(OC)=C(O)C=C1)=O N-nonanoyl-vanillamide